4-[(5-tert-butyl-2-methylphenyl)sulfinyl]phenylphenylsulfone C(C)(C)(C)C=1C=CC(=C(C1)S(=O)C1=CC=C(C=C1)C1=C(C=CC=C1)S(=O)(=O)C1=C(C=CC=C1)C1=CC=C(C=C1)S(=O)C1=C(C=CC(=C1)C(C)(C)C)C)C